1-(3,5-Difluoro-phenyl)-1H-[1,2,3]triazole-4-carboxylic acid {2-[4-(2-chloro-phenoxy)-piperidin-1-yl]-2-oxo-ethyl}-amide ClC1=C(OC2CCN(CC2)C(CNC(=O)C=2N=NN(C2)C2=CC(=CC(=C2)F)F)=O)C=CC=C1